N-(2-amino-1-(3-chlorophenyl)ethyl)-1-(2-((2-chloro-4-fluorophenyl)amino)-5-methylpyrimidin-4-yl)-1H-imidazole-4-amide NCC(C1=CC(=CC=C1)Cl)NC(=O)C=1N=CN(C1)C1=NC(=NC=C1C)NC1=C(C=C(C=C1)F)Cl